2-(4-isopropylphenyl)acetamide C(C)(C)C1=CC=C(C=C1)CC(=O)N